BrC1=C(C2=C(OC(C(N2)=O)C)N=C1)C 7-bromo-3,8-dimethyl-1H-pyrido[2,3-b][1,4]oxazin-2(3H)-one